ClC1=CC(=CC=2C(COC21)O)F 7-chloro-5-fluoro-2,3-dihydro-1-benzofuran-3-ol